(S)-2,5-difluoro-4-(3-oxoazetidin-1-yl)-N-(1,1,1-trifluoropropan-2-yl)benzamide FC1=C(C(=O)N[C@H](C(F)(F)F)C)C=C(C(=C1)N1CC(C1)=O)F